2-{[2-(1-methyl-1H-imidazol-4-yl)ethyl]amino}acetic acid CN1C=NC(=C1)CCNCC(=O)O